2-((3,5-dichloro-2-fluoro-4-(2-fluoro-4-hydroxy-3-isopropylbenzyl)phenyl)amino)-N-(pyridin-4-yl)acetamide ClC=1C(=C(C=C(C1CC1=C(C(=C(C=C1)O)C(C)C)F)Cl)NCC(=O)NC1=CC=NC=C1)F